N,N-dimethyl-4-aminobutyltrimethoxysilane CN(CCCC[Si](OC)(OC)OC)C